C(C)(=O)[C@]1([C@H]2[C@]34C=5C(=C(C=CC5C[C@H]([C@@H]3C=C1)N(C)CC4)O)O2)O 6-acetylmorphine